ClC1=C(OC2=CC=CC3=C2NC(=NS3(=O)=O)NCC3=CC=CC=2OC(OC23)(C)C)C=CC=C1 5-(2-chlorophenoxy)-3-(((2,2-dimethylbenzo[d][1,3]dioxol-4-yl)methyl)amino)-4H-benzo[e][1,2,4]thiadiazine 1,1-dioxide